6-Bromo-2-(tetrahydrofuran-3-yl)-1,4-dihydroquinazoline BrC=1C=C2CN=C(NC2=CC1)C1COCC1